ClC=1C=C(C=CC2=CC(=CC=C2)C)C=CC1 1-(3-chlorostyryl)-3-methylbenzene